3,4-dihydroxy-cinnamic acid trans-caffeate C(\C=C\C1=CC(O)=C(O)C=C1)(=O)O.OC=1C=C(C=CC(=O)O)C=CC1O